4-[(2-Ethoxy-2-oxoethyl)(1-phenylethyl)amino]pentanoic acid ethyl ester C(C)OC(CCC(C)N(C(C)C1=CC=CC=C1)CC(=O)OCC)=O